FC(C1=C(C=C2CCCN(C2=C1)C1=CC=C2CC(N(C2=C1)C)=O)C=1C=NN(C1)C)F 6-[7-(difluoromethyl)-6-(1-methylpyrazol-4-yl)-3,4-dihydro-2H-quinolin-1-yl]-1-methyl-indolin-2-one